6-(4-fluorophenyl)-N-[(1R)-1-(6-methylpyridazin-3-yl)ethyl]cinnolin-4-amine FC1=CC=C(C=C1)C=1C=C2C(=CN=NC2=CC1)N[C@H](C)C=1N=NC(=CC1)C